5-(1-(cyclopropyl(phenyl)methyl)-1H-pyrazol-4-yl)-1-methylpyridin C1(CC1)C(N1N=CC(=C1)C=1C=CCN(C1)C)C1=CC=CC=C1